N-[4-(2,2-dimethylcyclopentoxy)-6-(2,6-dimethylphenyl)pyrimidin-2-yl]-1-methyl-pyrazole-4-sulfonamide CC1(C(CCC1)OC1=NC(=NC(=C1)C1=C(C=CC=C1C)C)NS(=O)(=O)C=1C=NN(C1)C)C